N-[4-(3,3-difluoropiperidin-1-yl)-2,6-difluorophenyl]-2-[(1-methyl-1H-1,2,3,4-tetrazol-5-yl)sulfanyl]-5-nitrobenzamide FC1(CN(CCC1)C1=CC(=C(C(=C1)F)NC(C1=C(C=CC(=C1)[N+](=O)[O-])SC1=NN=NN1C)=O)F)F